BrC1=CC2=CN(N=C2C=C1)COCC[Si](C)(C)C 5-bromo-2-((2-(trimethylsilyl)ethoxy)methyl)-2H-indazole